(9R,10S)-10-cyclobutyl-9-(hydroxymethyl)-3-(1-tritylpyrazol-4-yl)-5-oxa-2-thia-8,11-diazatricyclo[6.4.1.04,13]trideca-1(13),3-dien-12-one C1(CCC1)[C@H]1[C@@H](N2CCOC3=C(SC(C(N1)=O)=C32)C=3C=NN(C3)C(C3=CC=CC=C3)(C3=CC=CC=C3)C3=CC=CC=C3)CO